1-(2-amino-5-bromo-3-methylphenyl)ethan-1-one NC1=C(C=C(C=C1C)Br)C(C)=O